C(CCC)(=O)OCC.C(CCC)(=O)OCC diethyl dibutyrate